(4Z)-2-[[(1S,2S)-2-methoxycyclopentyl]amino]-4-[(3-methylbenzimidazol-5-yl)methylene]-1H-imidazol-5-one CO[C@@H]1[C@H](CCC1)NC=1NC(/C(/N1)=C/C1=CC2=C(N=CN2C)C=C1)=O